O1CC=NC=C1 1,4-Oxazin